C1(=CC=CC=C1)N(C1=CC=C(/C=C/C=2C=C3C=CC(=CC3=CC2)C2=C(C=CC=C2)C2=CC=C(NC3=CC=CC=C3)C=C2)C=C1)C1=CC=CC=C1 4-((E)-2-(6-((E)-4-(diphenylamino)styryl)naphthalene-2-yl)phenyl)-N-phenylaniline